2-(((3-((1-(4-chlorophenyl)-2-oxo-2-(spiro[cyclopropane-1,3'-indolin]-1'-yl)ethyl)amino)-5-methoxybenzylidene)amino)oxy)butanoic acid ClC1=CC=C(C=C1)C(C(N1CC2(C3=CC=CC=C13)CC2)=O)NC=2C=C(C=NOC(C(=O)O)CC)C=C(C2)OC